(R)-3-hydroxyl-4-(4-((1-(2-methylpropyl)piperidin-3-yl)amino)phthalazin-1-yl)benzonitrile OC=1C=C(C#N)C=CC1C1=NN=C(C2=CC=CC=C12)N[C@H]1CN(CCC1)CC(C)C